Cl.N1(C=NC=C1)C1=NC=CC(=N1)C(=O)N1CCNCC1 (2-(1H-imidazol-1-yl)pyrimidin-4-yl)(piperazine-1-yl)methanone hydrochloride